5-[4-amino-5-(trifluoromethyl)pyrrolo[2,1-f][1,2,4]triazin-7-yl]-N-[(3R,4S)-4-fluoro-1-(3-fluorocyclobutane-carbonyl)pyrrolidin-3-yl]-2-(deutero)methoxypyridine-3-carboxamide NC1=NC=NN2C1=C(C=C2C=2C=C(C(=NC2)OC[2H])C(=O)N[C@@H]2CN(C[C@@H]2F)C(=O)C2CC(C2)F)C(F)(F)F